3-(1-oxo-5-(((1R,2S)-2-((phenylmethyl-d2)amino)cyclohexyl)methyl)isoindolin-2-yl)piperidine-2,6-dione O=C1N(CC2=CC(=CC=C12)C[C@@H]1[C@H](CCCC1)NC([2H])([2H])C1=CC=CC=C1)C1C(NC(CC1)=O)=O